3-(4-bromophenoxy)azetidine BrC1=CC=C(OC2CNC2)C=C1